2-CYCLOHEXYLIDENE-2-PHENYLACETONITRILE C1(CCCCC1)=C(C#N)C1=CC=CC=C1